2,5-dimethyl-3-n-amyl-pyrazine CC1=NC=C(N=C1CCCCC)C